The molecule is a member of the class of dibenzofurans that is dibenzo[b,d]furan substituted by a hydroxy group at position 1 and chloro groups at positions 4 and 8 respectively. It is a member of dibenzofurans, an organochlorine compound and a member of phenols. It derives from a hydride of a dibenzofuran. C1=CC2=C(C=C1Cl)C3=C(C=CC(=C3O2)Cl)O